FC1=C2CN(CC2=C(C=C1)OC(F)(F)F)C(=O)C1=CC2=C(N=C(O2)C2C(NC(CC2)=O)=O)C=C1 3-(6-(4-fluoro-7-(trifluoromethoxy)isoindoline-2-carbonyl)benzo[d]oxazol-2-yl)piperidine-2,6-dione